[Ba].[Mo](=S)=S Molybdenum disulfide barium